tert-butyl 4-{2-[(1r,4r)-4-({2,3,5-trifluoro-4-[(4-methoxyphenyl)methoxy]benzamido}methyl)cyclohexyl]-2H-pyrazolo[3,4-c]pyridin-5-yl}piperazine-1-carboxylate FC1=C(C(=O)NCC2CCC(CC2)N2N=C3C=NC(=CC3=C2)N2CCN(CC2)C(=O)OC(C)(C)C)C=C(C(=C1F)OCC1=CC=C(C=C1)OC)F